O=C1NC2=C(SC1)C=CC(=C2)C(=O)OC methyl 3-oxo-3,4-dihydro-2H-benzo[b][1,4]thiazine-6-carboxylate